FC1=C(OCCCP(OC(C)(C)C)(OC(C)(C)C)=O)C=CC(=C1F)C1CCC(CC1)CCCCC di-tert-butyl (3-(2,3-difluoro-4-(4-pentylcyclohexyl)phenoxy)propyl)phosphonate